C1=CC(=C(C=C1O)O)S(=O)(=O)O The molecule is a dihydroxybenzenesulfonic acid that is resorcinol in which a hydrogen para- to one of the hydroxy groups is replaced by a sulfonic acid group. It has a role as a metabolite. It derives from a resorcinol.